(6E)-8-(trans-4-aminocyclohexyloxy)-6-isopropoxyimino-5,5-dimethyl-benzo[h]quinazolin-4-amine N[C@@H]1CC[C@H](CC1)OC=1C=CC2=C(/C(/C(C=3C(=NC=NC23)N)(C)C)=N/OC(C)C)C1